OCC(NCCCNC(CO)(CO)CO)(CO)CO 1,3-di[tris(hydroxymethyl)methylamino]propane